tert-Butyl 3-(4-chloro-3-fluorobenzyl)-2-oxopyrrolidine-1-carboxylate ClC1=C(C=C(CC2C(N(CC2)C(=O)OC(C)(C)C)=O)C=C1)F